C(C)C1=C(C=NC(=C1)C)C1=C2C=C(NC2=C(C(=C1)C1=CCCN(C1)C(CCN1N=NC=C1)=O)F)C(=O)O 4-(4-Ethyl-6-methyl-3-pyridyl)-7-fluoro-6-[1-[3-(triazol-1-yl)propanoyl]-3,6-dihydro-2H-pyridin-5-yl]-1H-indole-2-carboxylic acid